1-(1-((2-(Trimethylsilyl)ethoxy)methyl)-1H-imidazol-4-yl)ethan-1-one C[Si](CCOCN1C=NC(=C1)C(C)=O)(C)C